O1C=CN=CC=C1C1=CC=C(C=C1)NC(=O)C1=NNC(=C1C)CC N-(4-(1,4-oxazepin-7-yl)phenyl)-5-ethyl-4-methyl-1H-pyrazole-3-carboxamide